N-(3-Chloro-4-hydroxy-phenyl)-1-{[1-(4-methoxyphenyl)cyclopentyl]carbonyl}-D-prolinamide ClC=1C=C(C=CC1O)NC([C@@H]1N(CCC1)C(=O)C1(CCCC1)C1=CC=C(C=C1)OC)=O